ClC=1C=C(NC2(CCC3(C(CC4=CC=CC=C34)CCCOC3=C4C(=NNC4=CC=C3)C)CC2)C(=O)O)C=CC1 (1r,4r)-4-(3-chloroanilino)-2'-{3-[(3-methyl-1H-indazol-4-yl)oxy]propyl}-2',3'-dihydrospiro[cyclohexane-1,1'-indene]-4-carboxylic acid